(R)-6-fluoro-N-(8-fluoro-6-oxo-1,4,5,6-tetrahydro-2H-pyrano[3,4-c]isoquinolin-1-yl)-N,4-dimethyl-1H-indole-2-carboxamide FC1=CC(=C2C=C(NC2=C1)C(=O)N(C)[C@H]1COCC=2NC(C=3C=C(C=CC3C21)F)=O)C